Chloro-2-hydroxypropyl-trimethylammonium chlorid [Cl-].ClC[N+](C)(C)CC(C)O